2-(4-Chlorobenzyl)-6-(3-methoxybenzyl)-4-methyl-4H-thiazolo[5',4':4,5]pyrrolo[2,3-d]pyridazin-5(6H)-one ClC1=CC=C(CC=2SC3=C(N(C=4C(N(N=CC43)CC4=CC(=CC=C4)OC)=O)C)N2)C=C1